ClC=1C=C2C(C(=CN(C2=CC1N1CC2=NC=CC=C2C1)C=1C=NC(=CC1C)NC(C(C)C)=O)C(=O)O)=O 6-chloro-7-(5,7-dihydro-6H-pyrrolo[3,4-b]pyridin-6-yl)-1-(6-isobutyramido-4-methyl-pyridin-3-yl)-4-oxo-1,4-dihydro-quinoline-3-carboxylic acid